3-(7-methoxy-1-oxo-5-(piperazin-1-yl)isoindolin-2-yl)piperidine-2,6-dione hydrochloride salt Cl.COC=1C=C(C=C2CN(C(C12)=O)C1C(NC(CC1)=O)=O)N1CCNCC1